ClC1=CC2=C(N(C(C(N2C([2H])([2H])C2(CNC2)F)=O)=O)C=2C(=NC=CC2C)C(C)C)N=C1C1=C(C(=CC=C1F)C)O 7-chloro-6-(6-fluoro-2-hydroxy-3-methylphenyl)-1-((3-fluoroazetidin-3-yl)methyl-d2)-4-(2-isopropyl-4-methylpyridin-3-yl)-1,4-dihydropyrido[2,3-b]pyrazine-2,3-dione